(Z)-2-fluoro-3-(7-methoxy-1H-indazol-6-yl)-N-(5-fluoro-2,4-dimethylpyridin-3-yl)acrylamide F\C(\C(=O)NC=1C(=NC=C(C1C)F)C)=C/C1=CC=C2C=NNC2=C1OC